3-hydroxy-3-methylbutyric acid methyl ester COC(CC(C)(C)O)=O